3-(Dimethyl-amino)propionic acid CN(CCC(=O)O)C